t-butyl ((1R,3R)-3-aminocyclohexyl)carbamate N[C@H]1C[C@@H](CCC1)NC(OC(C)(C)C)=O